C1=C(C=CC2=CC=CC=C12)C=1C=C(C=CC1)B(O)O (3-(naphthalene-2-yl)phenyl)boronic acid